BrC=1C=C(C=C(C1)Br)NC(C)=O N-(3,5-dibromophenyl)acetamide